4-{2-[(cyclopropylmethyl)amino]-5-[(trifluoromethyl)sulfonyl]phenyl}-6-methyl-1,6-dihydro-7H-pyrrolo[2,3-c]pyridin-7-one C1(CC1)CNC1=C(C=C(C=C1)S(=O)(=O)C(F)(F)F)C=1C2=C(C(N(C1)C)=O)NC=C2